ClC1=CC=C(C=C1)C=1C(=CC=CC1)C(=O)N1CC2CCC(C1)N2CC=2C=C1CN(C(C1=CC2)=O)C2C(NC(CC2)=O)=O 3-(5-((3-(4'-chloro-[1,1'-biphenyl]-2-carbonyl)-3,8-diazabicyclo[3.2.1]octan-8-yl)methyl)-1-oxoisoindolin-2-yl)piperidine-2,6-dione